N-[(4,6-dichloro-2-methyl-3-pyridyl)methyl]-1-phenyl-methanamine ClC1=C(C(=NC(=C1)Cl)C)CNCC1=CC=CC=C1